oxo-1,6-dihydropyridin O=C1C=CC=CN1